isopropyl xanthate sodium [Na+].O(C(=S)[S-])C(C)C